(1R)-(+)-camphor C[C@@]12CC[C@@H](C1(C)C)CC2=O